2-(2-(5-cyclopropyl-3-(2,6-dichlorophenyl)isoxazol-4-yl)-7-azaspiro[3.5]non-1-en-7-yl)-1-methyl-1H-benzo[d]imidazole-5-carboxylic acid C1(CC1)C1=C(C(=NO1)C1=C(C=CC=C1Cl)Cl)C1=CC2(C1)CCN(CC2)C2=NC1=C(N2C)C=CC(=C1)C(=O)O